FC1=C(C#N)C=CC(=C1)C=1C2=C(C=NC1C=1C=C3C=NN(C3=CC1)C)N(C=N2)C[C@@H]2CN(CC2)C (S)-2-fluoro-4-(6-(1-methyl-1H-indazol-5-yl)-3-((1-methylpyrrolidin-3-yl)methyl)-3H-imidazo[4,5-c]pyridin-7-yl)benzonitrile